N1(CCCCC1)C1=C(C=CC=2N1N=CC2)N 7-(piperidin-1-yl)pyrazolo[1,5-a]pyridin-6-amine